C=12C3=CC=CC(OCCNCCCOC4=CC=C(NN1)C2=C4)=N3 7,14-dioxa-10,19,20,23-tetraazatetracyclo[13.5.2.12,6.018,21]tricosa-1(20),2,4,6(23),15,17,21-heptaene